3-aminoimidazo[1,5-A]pyridine NC1=NC=C2N1C=CC=C2